C(C)(C)(C)OC(N[C@H]1C[C@H](CC1)C1=CC(=NN1)NC1=CN(C(C=C1)=O)C)=O (1r,3s)-3-(3-((1-methyl-6-oxo-1,6-dihydropyridin-3-yl)amino)-1H-pyrazol-5-yl)cyclopentyl-carbamic acid tert-butyl ester